ClC1=NC=C(C(=N1)C=1C=C2C(=C(C=NC2=C(C1)F)CO)C(C)C)Cl (6-(2,5-dichloropyrimidin-4-yl)-8-fluoro-4-isopropylquinolin-3-yl)methanol